nickel bis(p-nonylphenyl) phosphate P(=O)(OC1=CC=C(C=C1)CCCCCCCCC)(OC1=CC=C(C=C1)CCCCCCCCC)[O-].[Ni+2].C(CCCCCCCC)C1=CC=C(C=C1)OP(=O)(OC1=CC=C(C=C1)CCCCCCCCC)[O-]